CC1=C(C(=CC=C1)C)NC(=O)C1=NN(C(=C1)NC(C[C@H](C(=O)N[C@H]1C2=C(CN3N(C1=O)CCC3)C=CC=C2)C)=O)C (R)-N4-(3-((2,6-Dimethylphenyl)carbamoyl)-1-methyl-1H-pyrazol-5-yl)-2-methyl-N1-((S)-11-oxo-2,3,10,11-tetrahydro-1H,5H-benzo[d]pyrazolo[1,2-a][1,2]diazepin-10-yl)succinamid